CC1=NN(C(=C1)C(F)(F)F)C1CC(C1)O (1s,3s)-3-(3-methyl-5-(trifluoromethyl)-1H-pyrazol-1-yl)cyclobutan-1-ol